ClC=1N=NC=C2C1SC1=C2C(=NC(=N1)S(=O)C)N1C[C@H]2CC[C@@H](C1)N2C(=O)OC(C)(C)C tert-butyl (1R,5S)-3-(8-chloro-2-(methylsulfinyl)pyrimido[5',4':4,5]thieno[2,3-d]pyridazin-4-yl)-3,8-diazabicyclo[3.2.1]octane-8-carboxylate